potassium 2-methylbutane CC(C)CC.[K]